3-(4-(sec-butoxy)-2-methylphenyl)-2-methylpropan-1-ol C(C)(CC)OC1=CC(=C(C=C1)CC(CO)C)C